ClC=1C=CC2=C([C@H](C[C@@H](O2)C(=O)NC23CC(C2)(C3)NC(COC3=CC(=C(C=C3)Cl)F)=O)NCCO)C1 |r| rac-(2R,4S)-6-chloro-N-{3-[2-(4-chloro-3-fluorophenoxy)acetamido]bicyclo[1.1.1]pentan-1-yl}-4-[(2-hydroxyethyl)amino]-3,4-dihydro-2H-1-benzopyran-2-carboxamide